Methyl 3-bromo-5-chlorosulfonyl-4-methoxy-benzoate methyl-3-bromo-5-chlorosulfonyl-4-methoxy-benzoate COC(C1=CC(=C(C(=C1)S(=O)(=O)Cl)OC)Br)=O.BrC=1C=C(C(=O)OC)C=C(C1OC)S(=O)(=O)Cl